3-(fluoromethyl)-2-methylazetidine 2,2,2-trifluoroacetate FC(C(=O)O)(F)F.FCC1C(NC1)C